methyl (Z)-N'-cyano-N-((6-cyclopropylimidazo[1,2-a]pyridin-2-yl)methyl)carbamimidothioate C(#N)\N=C(\NCC=1N=C2N(C=C(C=C2)C2CC2)C1)/SC